O1CCC(CC1)CNC1=NC=NC=C1 4-[[(tetrahydro-2H-pyran-4-yl)methyl]amino]pyrimidin